BrC1=C(C=CC=C1)CC(=O)NN 2-(2-bromophenyl)acethydrazide